ClC1=C(C=CC=C1Cl)C=1N=CN2C(=NC=CC21)SC 1-(2,3-dichlorophenyl)-5-(methylthio)imidazo[1,5-c]pyrimidine